(3R)-N-{6,7-dimethoxy-1H,2H,3H-cyclopenta[b]quinolin-9-yl}-5,5-difluoropiperidin-3-amine COC=1C(=CC=2C(=C3C(=NC2C1)CCC3)N[C@H]3CNCC(C3)(F)F)OC